(S)-N-((R)-5-(5-cyclopropyl-1,2,4-oxadiazol-3-yl)-2,3-dihydro-1H-inden-1-yl)-4-oxoazetidine-2-carboxamide C1(CC1)C1=NC(=NO1)C=1C=C2CC[C@H](C2=CC1)NC(=O)[C@H]1NC(C1)=O